2-(dimethylamino)ethyl 4-(2,4-dichlorophenoxy)butanoate hydrochloride Cl.ClC1=C(OCCCC(=O)OCCN(C)C)C=CC(=C1)Cl